C1(CCC1)NC1=C2N=CN(C2=NC=N1)[C@H]1[C@@H]([C@@H]([C@H](O1)COCP(O)(O)=O)O)O [(2R,3S,4R,5R)-5-[6-(cyclobutylamino)-purin-9-yl]-3,4-dihydroxy-tetrahydro-furan-2-yl]methoxy-methylphosphonic acid